CS(=O)(=O)N1C(=CC=C1)C=CC(=O)O 3-(1-(methylsulfonyl)-1H-pyrrol-2-yl)acrylic acid